Cl.C(C)OC[C@H](CC1=CC=CC=C1)N (2S)-1-ethoxy-3-phenyl-propan-2-amine hydrochloride